3-(1,2,5,6-Tetrahydropyridin-3-yl)-1-benzothiophene-6-carbonitrile N1CC(=CCC1)C1=CSC2=C1C=CC(=C2)C#N